N-(1,1-Dioxidobenzo[b]thiophen-6-yl)-2-(4-(trifluoromethoxy)phenyl)acrylamide O=S1(C2=C(C=C1)C=CC(=C2)NC(C(=C)C2=CC=C(C=C2)OC(F)(F)F)=O)=O